C(=CCC=CCCCCCC=C)O dodecen-4,11-dien-1-ol